ClC1=CC=C(C=C1)C1=NOC(=N1)N1CCC(CC1)C(=O)NCC1CN(CC1)CC1CN(CCC1)C(=O)[O-] 3-(((1S)-3-((1-(3-(4-chlorophenyl)-1,2,4-oxadiazol-5-yl)piperidine-4-carboxamido)methyl)pyrrolidin-1-yl)methyl)piperidine-1-carboxylate